[C@H]12CN(C[C@H](CC1)N2)C=2C1=C(N=C(N2)OCC23CCCN3CC(C2)F)CN(CC1)C1=CC=CC2=CC=CC(=C12)C1CC1 4-((1R,5S)-3,8-diazabicyclo[3.2.1]octan-3-yl)-7-(8-cyclopropylnaphthalen-1-yl)-2-((2-fluorotetrahydro-1H-pyrrolizin-7a(5H)-yl)methoxy)-5,6,7,8-tetrahydropyrido[3,4-d]pyrimidine